butyl 2-(2-((tert-butyldimethylsilyl)oxy)ethyl)-4-(2-((1-methyl-1H-pyrazol-4-yl)amino)pyrimidin-4-yl)benzylcarbamate [Si](C)(C)(C(C)(C)C)OCCC1=C(CNC(OCCCC)=O)C=CC(=C1)C1=NC(=NC=C1)NC=1C=NN(C1)C